N-(3-nitrophenyl)-2-oxo-1,2,3,4-tetrahydroquinoline-6-sulfonamide [N+](=O)([O-])C=1C=C(C=CC1)NS(=O)(=O)C=1C=C2CCC(NC2=CC1)=O